(2-bromo-6-(hydroxymethyl)phenyl)methanol BrC1=C(C(=CC=C1)CO)CO